6-bromo-7-hydroxy-3,3-dimethyl-3,4-dihydro-2H-1-benzopyran-4-one BrC=1C(=CC2=C(C(C(CO2)(C)C)=O)C1)O